COC1=CC(=NC(=C1C)OC)B(O)O (4,6-dimethoxy-5-methyl-2-pyridinyl)boronic acid